ClC=1C=C(C=C(C1)Cl)NC1C(NCC1)=O 3-(3,5-dichlorophenylamino)pyrrolidin-2-one